dimethylsilanediyl-(3-(6-(tert-butoxy)hexyl)-2-methyl-4-phenyl-1H-inden-1-yl)(2-isopropyl-4-phenyl-1H-inden-1-yl)zirconium dichloride [Cl-].[Cl-].C[Si](=[Zr+2](C1C(=CC2=C(C=CC=C12)C1=CC=CC=C1)C(C)C)C1C(=C(C2=C(C=CC=C12)C1=CC=CC=C1)CCCCCCOC(C)(C)C)C)C